Nitronaphthalene C1=CC=C2C(=C1)C=CC=C2[N+](=O)[O-]